BrCC(C(CCCCC#N)(C)C1=CC(=CC=C1)I)=O 8-bromo-6-(3-iodophenyl)-6-methyl-7-oxooctanenitrile